ClC1=NC=C(C(=N1)NC1CCC(CC1)(F)F)OC 2-chloro-N-(4,4-difluorocyclohexyl)-5-methoxypyrimidin-4-amine